CC1=C(C=C(C=C1)NC(=O)N1C2CCCC1C2)C=2N=NC=C(C2)C(F)(F)F N-(4-methyl-3-(5-(trifluoromethyl)pyridazine-3-yl)phenyl)-6-azabicyclo[3.1.1]heptane-6-carboxamide